C(C=CCCCCCCCCCCCCC)O 2-hexadecen-1-ol